CC1=C(OC2=C(C=C(C=C2C1=O)C)[C@@H](C)NC=1C(=NC=CC1)C(=O)NS(=O)(=O)N1CCOCC1)C1=CC=CC=C1 3-[[(1R)-1-(3,6-Dimethyl-4-oxo-2-phenyl-chromen-8-yl)ethyl]amino]-N-morpholinosulfonyl-pyridine-2-carboxamide